tert-butyl 6-[8-(1,3-benzothiazol-2-ylcarbamoyl)-3,4-dihydro-1H-isoquinolin-2-yl]-3-[3-[4-[(3R)-1-(2-ethoxy-2-oxo-ethyl)-3-piperidyl]butoxy]-2-methyl-phenyl]pyridine-2-carboxylate S1C(=NC2=C1C=CC=C2)NC(=O)C=2C=CC=C1CCN(CC21)C2=CC=C(C(=N2)C(=O)OC(C)(C)C)C2=C(C(=CC=C2)OCCCC[C@H]2CN(CCC2)CC(=O)OCC)C